2-(4-phenyl-3,4-dihydroquinoxaline-1(2H)-yl)ethan-1-one C1(=CC=CC=C1)N1CCN(C2=CC=CC=C12)CC=O